tetrabutyltetraphenylAmmonium boranate B(=O)[O-].C(CCC)C=1C(=C(C(=C(C1)[N+](C1=CC=CC=C1)(C1=CC=CC=C1)C1=CC=CC=C1)CCCC)CCCC)CCCC